Methyl (S)-2-oxo-3-(pyrrolidin-3-yl)-2,3-dihydro-benzo[d]imidazole-5-carboxylate hydrochloride tert-butyl-(S)-3-((5-(methoxycarbonyl)-2-nitrophenyl)amino)pyrrolidine-1-carboxylate C(C)(C)(C)OC(=O)N1C[C@H](CC1)NC1=C(C=CC(=C1)C(=O)OC)[N+](=O)[O-].Cl.O=C1N(C2=C(N1)C=CC(=C2)C(=O)OC)[C@@H]2CNCC2